C(=O)C1=CC=C(OC(C(=O)O)C)C=C1 (+)-2-(4-formylphenoxy)propionic acid